CC=1CC[C@H]([C@@H](C1)C1=C(C=C(C=C1O[Si](C)(C)C(C)(C)C)CCCCC)O[Si](C)(C)C(C)(C)C)C(=C)C (((1'R,2'R)-5'-methyl-4-pentyl-2'-(prop-1-en-2-yl)-1',2',3',4'-Tetrahydro-[1,1'-biphenyl]-2,6-diyl)bis(oxy))bis(tert-butyldimethylsilane)